C1(CC1)C1=NC=NC(=C1C1=NC=C(C(=N1)NC1=CC=C(C=C1)N1N=C(C=C1C)C(F)(F)F)CO)OC [2-(4-cyclopropyl-6-methoxy-pyrimidin-5-yl)-4-[[4-[5-methyl-3-(trifluoromethyl)pyrazol-1-yl]phenyl]amino]pyrimidin-5-yl]methanol